(5-(2-chloro-3-fluoro-phenyl)-2,6-dioxo-3-{2-oxo-2-[4-(2-oxo-1,2,4,5-tetrahydro Methyl-benzo[d][1,3]diazepin-3-yl)-piperidin-1-yl]-ethyl}-3,6-dihydro-2H-pyrimidin-1-yl)-acetate ClC1=C(C=CC=C1F)C1=CN(C(N(C1=O)CC(=O)[O-])=O)CC(N1CCC(CC1)N1C(N(C2=C(CC1)C=CC=C2)C)=O)=O